tert-butyl 5-diphenoxyphosphoryloxy-3,7-dihydro-2H-1,4-oxazepine-4-carboxylate O(C1=CC=CC=C1)P(=O)(OC1=CC=CC=C1)OC=1N(CCOCC1)C(=O)OC(C)(C)C